C(C=C)(=O)N1C[C@@H](CCC1)N1N=C(C=2C1=NC=NC2N)C2=CC=C(C1=C2OCO1)NC(C1=CC=C(C=C1)C(C)(C)C)=O (R)-N-(7-(1-(1-acryloylpiperidin-3-yl)-4-amino-1H-pyrazolo[3,4-d]pyrimidin-3-yl)benzo[d][1,3]dioxol-4-yl)-4-tert-butylbenzamide